ClC1=NC=C(C(=N1)C1=CN(C2=NC=CC=C21)S(=O)(=O)C2=CC=CC=C2)Cl 3-(2,5-dichloropyrimidin-4-yl)-1-(benzenesulfonyl)-1H-pyrrolo[2,3-b]Pyridine